5-cyano-N-[4-[(6,7-dimethoxy-1,5-naphthyridin-4-yl)oxy]phenyl]-1,2,6-trimethyl-4-oxopyridine-3-carboxamide C(#N)C=1C(C(=C(N(C1C)C)C)C(=O)NC1=CC=C(C=C1)OC1=CC=NC2=CC(=C(N=C12)OC)OC)=O